CN1C(=CC=C1)C(C(C)NNC(NCC)=S)NNC(NCC)=S 2,2'-(1-(1-methyl-1H-pyrrol-2-yl)propane-1,2-diyl)bis(N-ethylhydrazine-1-thiocarboxamide)